OC(CCCCCCCCC(=O)O)CCCCCCCCCCCCCC 10-Hydroxy-tetracosanoic acid